C(\C=C\C(=O)[O-])(=O)OCCOCCCCCCCCCCCCCCCCCC octadecyloxyethyl fumarate